2-(4-((4-((1H-pyrazol-3-yl)amino)quinazolin-2-yl)amino)phenyl)acetonitrile N1N=C(C=C1)NC1=NC(=NC2=CC=CC=C12)NC1=CC=C(C=C1)CC#N